S-(4-carboxybutyl)-butyl-octyl-sulfonium chloride salt [Cl-].C(=O)(O)CCCC[S+](CCCCCCCC)CCCC